C(CCCCC)NC(=O)C1N(CCNC1)CCCCCCCC N-hexyl-1-octylpiperazine-2-carboxamide